2-((2-Ethylhexanoyl)oxylethyl)-N,N-dimethylhexadecane-1-aminium bromide [Br-].C(C)C(C(=O)OCCC(C[NH+](C)C)CCCCCCCCCCCCCC)CCCC